4-[5-(7-chloro-8-{[(1R)-1-(2,3-difluorophenyl)ethyl]amino}-3-fluoro-6-methyl-1,5-naphthyridin-2-yl)pyridin-2-yl]-1,4lambda5-oxaphosphinan-4-one ClC1=C(N=C2C=C(C(=NC2=C1N[C@H](C)C1=C(C(=CC=C1)F)F)C=1C=CC(=NC1)P1(CCOCC1)=O)F)C